FC(C(=N)N)(F)F 2,2,2-tris(fluoranyl)acetamidine